BrCCCCCCCC(=O)OC(C)(C)C tert-butyl 8-bromooctanoate